N(N)C(=O)O.ClCC1=CC(=C(C=C1)N1N=C(C=C1OC)C(F)(F)F)OC 1-[4-(chloromethyl)-2-methoxyphenyl]-5-methoxy-3-(trifluoromethyl)pyrazole hydrazine-1-carboxylate